FC(C=1C=C2C(=C(C1)C(F)(F)F)C(C1=C2C=2C=CC=CC2C=2OCC=CC21)(C)C)(F)F 10,12-bis(trifluoromethyl)-13,13-dimethyl-3,13-dihydro-indeno[2',3':3,4]naphtho[1,2-b]pyran